CN(C)CC1=C(C=CC=C1)C1=CC=C(S1)[C@@H](C)N |o1:15| (R) or (S)-1-(5-(2-((dimethylamino)methyl)phenyl)thiophen-2-yl)ethan-1-amine